CC1=C(C=C)C=C(C=C1)C 2,5-dimethylstyrene